methyl 3-((2-methyl-1H-pyrrolo[3,2-b]pyridin-5-yl)sulfonyl)propanoate CC1=CC2=NC(=CC=C2N1)S(=O)(=O)CCC(=O)OC